N1=CC=C(C=C1)CN1N=CC(=C1)C=1N(C2=CC=CC(=C2C1)NC1CCS(CC1)(=O)=O)CC(F)(F)F 4-[(2-{1-[(pyridin-4-yl)methyl]-1H-pyrazol-4-yl}-1-(2,2,2-trifluoroethyl)-1H-indol-4-yl)amino]-1λ6-thiane-1,1-dione